C(=O)O.CC(C(O)=O)(NCNC(CCCCCCCCCCCC)=O)NC(=N)N methylguanidino-1-oxa-4,6-diaza-nonadecane-2,7-dione formate